ClC1=C(C=CC=C1OC)N 2-Chloro-3-methoxyphenylamine